4-chloro-N-(6-(fluoro(piperidin-4-ylidene)methyl)pyridin-2-yl)benzamide Methyl-4-(4-(((1r,4r)-4-((tert-butoxycarbonyl)amino)cyclohexyl)oxy)phenoxy)butanoate COC(CCCOC1=CC=C(C=C1)OC1CCC(CC1)NC(=O)OC(C)(C)C)=O.ClC1=CC=C(C(=O)NC2=NC(=CC=C2)C(=C2CCNCC2)F)C=C1